C1(CC1)C(C)N1C(C2=C(C=C(C=C2C1)C1C(N[C@H](S1)NC1=NC(=CC=C1)N1C(CCC1)=O)C)P(=O)(C)C)=O (S)-2-(1-cyclopropylethyl)-7-(dimethylphosphoryl)-5-(4-methyl-2-((6-(2-oxopyrrolidin-1-yl)pyridin-2-yl)amino)thiazolidin-5-yl)isoindolin-1-one